1-propyl-(trimethoxy)silane octyl-3-(3,5-di-tert-butyl-4-hydroxyphenyl)propanoate C(CCCCCCC)OC(CCC1=CC(=C(C(=C1)C(C)(C)C)O)C(C)(C)C)=O.C(CC)[Si](OC)(OC)OC